4-(3-ethyl-5-(piperidin-4-yl)-1H-indol-2-yl)-1H-pyrrolo[2,3-b]pyridine C(C)C1=C(NC2=CC=C(C=C12)C1CCNCC1)C1=C2C(=NC=C1)NC=C2